1,2-bis(citraconimido)ethane C1(C(C)=CC(N1CCN1C(C(C)=CC1=O)=O)=O)=O